C=1C=C(N2CCCC12)C(=O)C1=CC=CC=C1 6,7-dihydro-5H-pyrrolizin-3-yl-(phenyl)methanone